C(C)OC(=O)C=1SC2=C(C1N)C=CC=C2Br 3-amino-7-bromobenzothiophene-2-carboxylic acid ethyl ester